6-chloro-5-fluoro-4-(((1R,2R)-2-hydroxy-2-methylcyclopentyl)amino)nicotinaldehyde ClC1=NC=C(C=O)C(=C1F)N[C@H]1[C@](CCC1)(C)O